4-oxo-4-(tritylamino)butyric acid O=C(CCC(=O)O)NC(C1=CC=CC=C1)(C1=CC=CC=C1)C1=CC=CC=C1